C(=O)=C1NC([N-]C1)=C=O Bis-Carbonylimidazolide